[Si](C1=CC=CC=C1)(C1=CC=CC=C1)(C(C)(C)C)OCC=1C=2N(C=C(C1)C1CC1)C=C(N2)CNC2=CC(=NC=C2)NC(CC=2N=CN1C2C=C(C=C1)Cl)=O N-(4-(((8-(((tert-butyldiphenylsilyl)oxy)methyl)-6-cyclopropylimidazo[1,2-a]pyridin-2-yl)methyl)amino)pyridin-2-yl)-2-(7-chloroimidazo[1,5-a]pyridin-1-yl)acetamide